6-[3-(Difluoromethoxy)-4-fluoro-phenyl]-1-[(5-methoxy-3-pyridyl)methyl]pyrazolo[4,3-b]pyridine FC(OC=1C=C(C=CC1F)C=1C=C2C(=NC1)C=NN2CC=2C=NC=C(C2)OC)F